ClC=1C=C(C=CC1F)NC(N([C@@H](C)C1=CNC(C2=CC=CC=C12)=O)CC1CC1)=O (S)-3-(3-chloro-4-fluorophenyl)-1-(cyclopropylmethyl)-1-(1-(1-oxo-1,2-dihydroisoquinolin-4-yl)ethyl)urea